5-Ethyl-2-propionylfuran-3-carboxylic acid C(C)C1=CC(=C(O1)C(CC)=O)C(=O)O